N[N+]1=CC(=CC(=C1)OC)Cl 1-amino-3-chloro-5-methoxypyridin-1-ium